N(=[N+]=[N-])CCCCCCCCCCCCOCCOCCOCCOCCO 24-azido-3,6,9,12-tetraoxa-1-tetracosanol